4-hydroxy-1-isopropyl-2-oxo-1,2-dihydropyrrolo[1,2-b]pyridazin OC=1C=2N(N(C(C1)=O)C(C)C)C=CC2